Methyl 3-bromo-5-(2,2-diethoxyethoxy)benzoate BrC=1C=C(C(=O)OC)C=C(C1)OCC(OCC)OCC